N=1C=NN2C1C=C(C=C2)OC2=C(C=C(C=C2)NC2=NC=NC1=CC=CC(=C21)O[C@H]2C[C@@H](N(CC2(F)F)C)C)C N-(4-([1,2,4]triazolo[1,5-a]pyridin-7-yloxy)-3-methylphenyl)-5-(((2S,4S)-5,5-difluoro-1,2-dimethylpiperidin-4-yl)oxy)quinazolin-4-amine